CC=1N=C2N(N=C(C=C2C)C2=CC(=C3C=C(N=NC3=C2)C2CCN(CC2)C)F)C1 7-(2,8-dimethylimidazo[1,2-b]pyridazin-6-yl)-5-fluoro-3-(1-methylpiperidin-4-yl)cinnoline